COC1=C(CC(N)C)C=C(C2=C1OCO2)OC 2,5-dimethoxy-3,4-methylenedioxyamphetamine